NC1=NC=CC(=C1F)CC=1C(=C(C(=C(C(=O)[O-])C1)NC1=C(C=C(C=C1)I)F)F)F 5-[(2-amino-3-fluoropyridin-4-yl)methyl]-3,4-difluoro-2-(2-fluoro-4-iodoanilino)benzoate